C1(CC1)C=1C(=CC(N2C(CS(C12)(=O)=O)C(=O)O)=O)CC1=CC=CC2=CC=CC=C12 7-Cyclopropyl-6-[(1-naphthyl)methyl]-1,1-dioxo-4-oxo-1-thia-3a-aza-3-indancarboxylic acid